C(#N)C(C)(C)C=1C=C(C(=O)NC2=C(C=C(C(=C2)C=2C=NC3=CC(=NC=C3C2)N(C)CC2=CC=C(C=C2)OC)C)F)C=CN1 2-(2-cyanopropan-2-yl)-N-(2-fluoro-5-(7-((4-methoxybenzyl)(methyl)amino)-1,6-naphthyridin-3-yl)-4-methylphenyl)isonicotinamide